C1(=C(C(=CC(=C1)C)C)N1C=NCC1)C 1-mesityl-4,5-dihydro-1H-imidazole